2-([2-[4-(2-hydroxyethoxy)pyridin-2-yl]-5H,6H,7H-cyclopenta[d]pyrimidin-4-yl](methyl)amino)-N-(3-methoxyphenyl)acetamide OCCOC1=CC(=NC=C1)C=1N=C(C2=C(N1)CCC2)N(CC(=O)NC2=CC(=CC=C2)OC)C